4-[(E)-3-(2-Hydroxy-4-methoxyphenyl)-3-oxoprop-1-enyl]benzoic acid OC1=C(C=CC(=C1)OC)C(/C=C/C1=CC=C(C(=O)O)C=C1)=O